N1C(=NC2=C1C=CC=C2)SCC(=O)N(C(C)C)C(C)C 2-(1H-1,3-benzodiazol-2-ylsulfanyl)-N,N-bis(propan-2-yl)acetamide